ClC1=C(C(=O)O)C=CC(=C1)N1N=CC2=C1CCC2 2-chloro-4-(5,6-dihydrocyclopenta[c]pyrazol-1(4H)-yl)benzoic acid